NC=1C=2N(C=CN1)C(=NC2C2=CC=C(C=C2)OC2=C(C(=CC=C2)F)F)[C@@H]2CC[C@@H](OC2)CO ((2R,5S)-5-(8-amino-1-(4-(2,3-difluorophenoxy)phenyl)imidazo[1,5-a]pyrazin-3-yl)tetrahydro-2H-pyran-2-yl)methanol